CC1=CC=C(C=C1)S(=O)(=O)N1C=CC2=NC=CC=C21 1-[(4-methylphenyl)sulfonyl]-1H-pyrrolo[3,2-b]pyridine